(R)-4-(4-chlorophenyl)-oxazolidine-2-one ClC1=CC=C(C=C1)[C@H]1NC(OC1)=O